ClC1=CC=C(C=C1)C1C(=C(NC(=C1OCC)C)C)OCC 4-(4'-chlorophenyl)-2,6-dimethyl-3,5-diethoxy-1,4-dihydropyridine